COC1=NC(=CC=C1NC(=O)C=1C(=NOC1C)C1=CC=CC=C1)C=1C(=NC(=NC1)OC)C N-[2-Methoxy-6-(2-methoxy-4-methyl-pyrimidin-5-yl)-3-pyridyl]-5-methyl-3-phenyl-isoxazole-4-carboxamide